OC(C)(C)C1CCC(CC1)NC(=O)C=1C=CC2=C(C=3N(CCO2)C=NC3)C1 N-((1r,4r)-4-(2-Hydroxypropan-2-yl)cyclohexyl)-5,6-dihydrobenzo[f]imidazo[1,5-d][1,4]oxazepine-10-carboxamide